C(C=C)(=O)N1CC(C1)N1C(=CC2=C(C(=CC=C12)C1=C2C(=NNC2=CC=C1C)N)C)C#N 1-(1-acryloylazetidin-3-yl)-5-(3-amino-5-methyl-1H-indazol-4-yl)-4-methyl-1H-indole-2-carbonitrile